NCC1=C(CO)C=CC=C1 2-(aminomethyl)benzylalcohol